CC1(CS(C1)(=O)=O)NC(=O)C1=NN2C(C=C(C=C2)OC2=NC=C(C=C2OCC(F)(F)F)[C@@H](C(F)(F)F)O)=C1 (S)-N-(3-Methyl-1,1-dioxidothietan-3-yl)-5-((5-(2,2,2-trifluoro-1-hydroxyethyl)-3-(2,2,2-trifluoroethoxy)pyridin-2-yl)oxy)pyrazolo[1,5-a]pyridine-2-carboxamide